ClC=1C=C2C(=NC(N(C2=C(C1C1=CC(=CC2=CC=CC=C12)O)F)CCCN(C)C)=O)N1C[C@H]2CC[C@@H](C1)N2C(=O)OC(C)(C)C tert-butyl (1R,5S)-3-(6-Chloro-1-(3-(dimethylamino)propyl)-8-fluoro-7-((R or S)-3-hydroxynaphthalen-1-yl)-2-oxo-1,2-Dihydroquinazolin-4-yl)-3,8-diazabicyclo[3.2.1]octane-8-carboxylate